trans-N-[3-(2,6-dimethoxyphenyl)-1H-pyrrolo[2,3-b]pyridin-6-yl]-2-(piperazin-1-ylmethyl)cyclopropane-1-carboxamide COC1=C(C(=CC=C1)OC)C1=CNC2=NC(=CC=C21)NC(=O)[C@H]2[C@@H](C2)CN2CCNCC2